(3S)-3-(5-((7-((1-((3r,5r,7r)-adamantane-1-yl)ethyl)amino)heptyl)amino)-4-oxo-2-(trifluoromethyl)quinazolin-3(4H)-yl)piperidine-2,6-dione C12(CC3CC(CC(C1)C3)C2)C(C)NCCCCCCCNC2=C3C(N(C(=NC3=CC=C2)C(F)(F)F)[C@@H]2C(NC(CC2)=O)=O)=O